3,4,5-Trifluorobenzaldehyde-O-(1-methyl-1H-imidazole-5-carbonyl) oxime CN1C=NC=C1C(=O)ON=CC1=CC(=C(C(=C1)F)F)F